COC1=C(N=C2C(=N1)NC(=N2)C(F)(F)F)NC2=CC(=CC(=C2)F)F 6-METHOXY-N-(3,5-DIFLUOROPHENYL)-2-(TRIFLUOROMETHYL)-1H-IMIDAZO[4,5-B]PYRAZIN-5-AMINE